NC1=C2N=C(N(C2=NC=N1)C1CC(C(O1)CO)O)\C=C\C=1C=NC(=NC1)OC 5-(6-amino-8-((E)-2-(2-methoxypyrimidin-5-yl)vinyl)-9H-purin-9-yl)-2-(hydroxymethyl)tetrahydrofuran-3-ol